The molecule is a glycoside that is the alpha-L-rhamnosyl-(1->3)-beta-D-glucoside of hydroxytyrosol in which the hydroxy group at position 4 of the glucopyranosyl moiety has undergone esterification by formal condensation with trans-caffeic acid. It has a role as a neuroprotective agent, an antileishmanial agent, an anti-inflammatory agent, a plant metabolite and an antibacterial agent. It is a cinnamate ester, a disaccharide derivative, a member of catechols, a polyphenol and a glycoside. It derives from a hydroxytyrosol and a trans-caffeic acid. C[C@H]1[C@@H]([C@H]([C@H]([C@@H](O1)O[C@@H]2[C@H]([C@@H](O[C@@H]([C@H]2OC(=O)/C=C/C3=CC(=C(C=C3)O)O)CO)OCCC4=CC(=C(C=C4)O)O)O)O)O)O